N[C@]1(CN(CCC1)C=1C(=CC(=NC1)C1=CC=C(C=C1)F)CN1C2=NC=NC(=C2N=C1)N)COC(F)F (R)-9-((5-(3-amino-3-((difluoromethoxy)methyl)piperidin-1-yl)-2-(4-fluorophenyl)pyridin-4-yl)methyl)-9H-purin-6-amine